CC(COCC1=CC=CC=C1)(C#C)C (((2,2-dimethylbut-3-yn-1-yl)oxy)methyl)benzene